8-Bromo-3-(3,4-dichlorobenzyl)-6-((2-imino-3-methyl-2,3-dihydro-1H-imidazol-1-yl)methyl)chroman-4-one BrC=1C=C(C=C2C(C(COC12)CC1=CC(=C(C=C1)Cl)Cl)=O)CN1C(N(C=C1)C)=N